9-(4-methoxybenzyl)-6-(1H-pyrazolo[4,3-c]pyridin-1-yl)-9H-purine-2-carbonitrile COC1=CC=C(CN2C3=NC(=NC(=C3N=C2)N2N=CC=3C=NC=CC32)C#N)C=C1